NC=1C(=NN(C1C)C)C(=O)N(C)C 4-amino-N,N,1,5-tetramethyl-1H-pyrazole-3-carboxamide